OC1=C(C(=O)O)C(=CC=C1)NC(C)C1=CC(=CN2C1=NC(=CC2=O)N2CCCCC2)C 2-hydroxy-6-((1-(7-methyl-4-oxo-2-(piperidin-1-yl)-4H-pyrido[1,2-a]pyrimidin-9-yl)ethyl)amino)benzoic acid